COCC1=CC=C(C=N1)NC=1C=C(C=CC1[C@@H](CC)N1CCOCC1)[C@@H](CC(=O)O)CC (R)-3-(3-((6-(methoxymethyl)pyridin-3-yl)amino)-4-((R)-1-morpholinopropyl)phenyl)pentanoic acid